N-(1-(6-(3-methoxytetrahydrofuran-3-yl)pyridin-2-yl)-3-methyl-1H-pyrazolo[4,3-c]pyridin-6-yl)acetamide COC1(COCC1)C1=CC=CC(=N1)N1N=C(C=2C=NC(=CC21)NC(C)=O)C